C(C)OC(NC1=NC=CC(=C1)I)=O (4-Iodopyridin-2-yl)carbamic acid ethyl ester